BrC1=CC=C(S1)C=1N(C(C2=C(N(C(C21)=O)CC(CCCC)CC)C=2SC(=CC2)Br)=O)CC(CCCC)CC 3,6-bis(5-bromothiophen-2-yl)-2,5-bis(2-ethylhexyl)-2,5-dihydropyrrolo[3,4-c]pyrrole-1,4-dione